1-(2,2,2-trifluoroethyl)-1H-pyrrole-3-carboxamide FC(CN1C=C(C=C1)C(=O)N)(F)F